4,4'-dibromobenzilic acid isopropyl ester C(C)(C)OC(C(O)(C1=CC=C(C=C1)Br)C1=CC=C(C=C1)Br)=O